(2S)-2-amino-2-carboxyethyl (S)-2-amino-2-carboxyethyl (2-(trimethylammonio)ethyl) phosphate P(=O)(OC[C@@H](C(=O)O)N)(OC[C@@H](C(=O)O)N)OCC[N+](C)(C)C